4-cyanobenzamide C(#N)C1=CC=C(C(=O)N)C=C1